hexahydro-4,7-methyleneindene C1C2C3CCCC3=C1CC2